Isopropylidenediphenol CC(C)(C1=CC=CC=C1O)C2=CC=CC=C2O